C(C)(C)(C)OC(=O)N1N=CC(=C1)C=1C=C2C(=C(N=NC2=CC1)C(=O)OCC)NC(C)C ethyl 6-(1-(tert-butoxycarbonyl)-1H-pyrazol-4-yl)-4-(isopropylamino)cinnoline-3-carboxylate